tert-butyl (S)-(5-(2-((4-(3-(2,6-dimethylpyridin-4-yl)phenyl)thiazol-2-yl)carbamoyl)azetidine-1-carbonyl)thiophen-2-yl)carbamate CC1=NC(=CC(=C1)C=1C=C(C=CC1)C=1N=C(SC1)NC(=O)[C@H]1N(CC1)C(=O)C1=CC=C(S1)NC(OC(C)(C)C)=O)C